ClC1=NN2C(C(=N1)N1CC(CC1)OCCN1CCCCC1)=CC(=C2)C=2C(=NC(=NC2)OC)OC 2-chloro-6-(2,4-dimethoxypyrimidin-5-yl)-4-[3-[2-(1-piperidyl)ethoxy]pyrrolidin-1-yl]pyrrolo[2,1-f][1,2,4]triazine